N-[3-chloro-4-[7-[(1R)-2-[[2-[2-(dimethylamino)ethylamino]-2-oxo-ethyl]-ethyl-amino]-1-methyl-2-oxo-ethoxy]-2-oxo-chromen-4-yl]phenyl]tetradecanamide ClC=1C=C(C=CC1C1=CC(OC2=CC(=CC=C12)O[C@@H](C(=O)N(CC)CC(=O)NCCN(C)C)C)=O)NC(CCCCCCCCCCCCC)=O